β-hydroxyethylethylenediamine OCCNCCN